[(1R,4R)-4-(morpholin-4-yl)cyclohexyl]-1H-indol-4-amine N1(CCOCC1)C1CCC(CC1)N1C=CC=2C(=CC=CC12)N